C(C)C(C(=O)[O-])(CCCC)CC.[Nd+3].C(C)C(C(=O)[O-])(CCCC)CC.C(C)C(C(=O)[O-])(CCCC)CC neodymium 2,2-diethylhexanoate